L-alpha-ketoglutaric acid O=C(C(=O)O)CCC(=O)O